CS(=O)(=O)NC=1C=C(C=CC1)C1=CC=C2C=NC=NN21 7-(3-(methylsulfonamido)phenyl)pyrrolo[2,1-f][1,2,4]triazine